((1S,4S,5S)-4-(2,6-dihydroxy-4-((S)-2-methyl-3-(trifluoromethyl)octan-2-yl)phenyl)-6,6-dimethylbicyclo[3.1.1]hept-2-en-2-yl)methyl pivalate C(C(C)(C)C)(=O)OCC=1[C@@H]2C([C@H]([C@H](C1)C1=C(C=C(C=C1O)C(C)([C@H](CCCCC)C(F)(F)F)C)O)C2)(C)C